5,8-dimethylquinoxaline CC1=C2N=CC=NC2=C(C=C1)C